acetyl-pipecolic acid C(C)(=O)N1C(CCCC1)C(=O)O